[Cl-].O=C[C@@H](O)[C@@H](O)[C@H](O)[C@H](O)CO mannose chloride